ClC1=NC2=C(C=CC=C2C(=N1)Cl)N(C)C 2,4-dichloro-8-(dimethylamino)quinazoline